C(CCCC)C(C=O)=CC1=CC=CC=C1 n-pentylcinnamaldehyde